C(CCCCCC(C)(C)C)(=O)[O-].[Zr+4].C(CCCCCC(C)(C)C)(=O)[O-].C(CCCCCC(C)(C)C)(=O)[O-].C(CCCCCC(C)(C)C)(=O)[O-] zirconium neodecanoate